[Cl-].CN1C(N(CC1)C)Cl 1,3-dimethyl-2-chloroimidazoline chloride